p-Coumaroyl-3-hydroxytyrosine C(\C=C\C1=CC=C(C=C1)O)(=O)N[C@@H](CC1=CC(=C(C=C1)O)O)C(=O)O